5-bromo-3,3-difluoro-1-methyl-1,3-dihydro-2H-pyrrolo[2,3-b]pyridin-2-one BrC=1C=C2C(=NC1)N(C(C2(F)F)=O)C